NCC1=CC2=C(N(C(=N2)CN2C(C3(C4=C(C=C(C=C24)F)F)CC3)=O)CCCC(C)C)C=C1 1'-((5-(aminomethyl)-1-(4-methylpentyl)-1H-benzo[d]imidazol-2-yl)methyl)-4',6'-difluorospiro[cyclopropane-1,3'-indol]-2'-one